CC1=CN(C2=CC=C(C=C12)S(=O)(=O)N1CCCCC1)C(C(=O)NC1=C(C=C2CCNC2=C1)C)C 2-(3-methyl-5-(piperidin-1-ylsulfonyl)-1H-indol-1-yl)-N-(5-methylindolin-6-yl)propanamide